C(C)(=O)OC[C@H]1O[C@@](C(C1OC(C)=O)OC(C)=O)(C)N1C(NC(C=C1)=O)=O [(2R,5R)-3,4-diacetoxy-5-(2,4-dioxopyrimidin-1-yl)-5-methyl-tetrahydrofuran-2-yl]methyl acetate